FC(S(=O)(=O)C1=CC=C(C=C1)C1CNC1)(F)F 3-[4-(Trifluoromethylsulfonyl)phenyl]azetidine